C(C)(C)(C)C=1C=C(C=C(C1O)C(C)(C)C)CCC(=O)OCC(COC(CCC1=CC(=C(C(=C1)C(C)(C)C)O)C(C)(C)C)=O)(COC(CCC1=CC(=C(C(=C1)C(C)(C)C)O)C(C)(C)C)=O)COC(CCC1=CC(=C(C(=C1)C(C)(C)C)O)C(C)(C)C)=O pentaerythritol tetrakis[β-(3,5-di-tert-butyl-4-hydroxyphenyl)propanoate]